3'-methylinosine C[C@@]1([C@H]([C@@H](O[C@@H]1CO)N1C=NC=2C(O)=NC=NC12)O)O